[Na].[K].[Rb] rubidium-potassium-sodium